COCC1(CCN(CC1)C1=C(C=CC(=N1)N)[N+](=O)[O-])C 6-[4-(methoxymethyl)-4-methylpiperidin-1-yl]-5-nitropyridin-2-amine